C1=CN2CC(CC3=CC=CC1=C23)N(C(OC(C)(C)C)=O)C tert-butyl (5,6-dihydro-4H-pyrrolo[3,2,1-ij]quinolin-5-yl)(methyl)-carbamate